ClC=1C=C2C(=NC(=NC2=CC1C1=C(C=CC(=N1)N)C(F)(F)F)OC[C@H]1N(C[C@@H](C1)F)CCOC)N1CCNCC1 6-[6-chloro-2-[[(2S,4R)-4-fluoro-1-(2-methoxyethyl)pyrrolidin-2-yl]methoxy]-4-piperazin-1-yl-quinazolin-7-yl]-5-(trifluoromethyl)pyridin-2-amine